[4-[(E)-3-[2-(2,4-diaminophenyl) ethoxy]-3-oxo-prop-1-enyl] phenyl] 4-pentylcyclohexaneformate C(CCCC)C1CCC(CC1)C(=O)OC1=CC=C(C=C1)\C=C\C(=O)OCCC1=C(C=C(C=C1)N)N